3-chloro-N-[(2,4-dimethoxyphenyl)methyl]-2,6-difluoro-N-(6-fluoro-2-pyridyl)-4-[3-methyl-3-(1-methyl-4-piperidyl)pyrrolidin-1-yl]benzenesulfonamide ClC=1C(=C(C(=CC1N1CC(CC1)(C1CCN(CC1)C)C)F)S(=O)(=O)N(C1=NC(=CC=C1)F)CC1=C(C=C(C=C1)OC)OC)F